(R)-8-(8-((2,6-dichlorophenyl)thio)-[1,2,4]triazolo[4,3-c]pyrimidin-5-yl)-8-azaspiro[4.5]decan-1-amine ClC1=C(C(=CC=C1)Cl)SC=1C=2N(C(=NC1)N1CCC3(CCC[C@H]3N)CC1)C=NN2